N-(2-(2-(2-aminoethoxy)ethoxy)ethyl)-2-((4-(dibenzylamino)-3-fluoro-2-methylbutan-2-yl)oxy)acetamide NCCOCCOCCNC(COC(C)(C(CN(CC1=CC=CC=C1)CC1=CC=CC=C1)F)C)=O